[Br-].C[N+](C)(C)C(CCCCCCCCCCCCC)CCCCCCCCCCCCCC N,N,N-trimethyl-1-tetradecyltetradecylammonium bromide